ClC1=NC2=CC=C(C=C2C(=N1)C(CCC)(CCC)COC1OCCCC1)C=1C(=CC(N(C1)C)=O)OC 5-(2-chloro-4-(4-(((tetrahydro-2H-pyran-2-yl)oxy)methyl)heptan-4-yl)quinazolin-6-yl)-4-methoxy-1-methylpyridine-2(1H)-one